tert-butyl 7-[2-(benzyloxy)ethyl]-4-oxo-1H,6H,7H-pyrrolo[3,2-c]pyridine-5-carboxylate C(C1=CC=CC=C1)OCCC1C2=C(C(N(C1)C(=O)OC(C)(C)C)=O)C=CN2